{2-[8-(Morpholin-4-sulfonyl)-3,4-dihydro-1H-isochinolin-2-yl]-pyrido[3,4-d]pyrimidin-4-yl}-pyridin-4-ylmethyl-amin N1(CCOCC1)S(=O)(=O)C=1C=CC=C2CCN(CC12)C=1N=C(C2=C(N1)C=NC=C2)NCC2=CC=NC=C2